Ethyl (S)-3-(4-((S)-2-cyclohexyl-1-(4'-(trifluoromethyl)-[1,1'-biphenyl]-3-yl)ethoxy)benzamido)-2-hydroxypropanoate C1(CCCCC1)C[C@H](OC1=CC=C(C(=O)NC[C@@H](C(=O)OCC)O)C=C1)C=1C=C(C=CC1)C1=CC=C(C=C1)C(F)(F)F